S(=O)(=N)(F)F Racemic-sulfonimidoyl fluoride